C[C@H]1CN(C[C@H](O1)C)C=1C=CC=2N(N1)C(=CN2)C2=CC(=CC=C2)S(=O)(=O)C (2S,6R)-2,6-dimethyl-4-(3-(3-(methylsulfonyl)phenyl)imidazo[1,2-b]pyridazin-6-yl)morpholine